Cl[Rh](=C=O)(=C=O)(=C=O)=C=O chloro-tetracarbonyl-rhodium